2-tert-Octyl-7-cyanophenoxazine C(C)(C)(CC(C)(C)C)C1=CC=2NC3=CC=C(C=C3OC2C=C1)C#N